[Ni](Cl)Cl.C1(=CC=CC=C1)P(CCCP(C1=CC=CC=C1)C1=CC=CC=C1)C1=CC=CC=C1 1,3-bis-(diphenylphosphino)propane nickel dichloride